ammonium N-nitrosophenylhydroxylamine N(=O)N(O)C1=CC=CC=C1.[NH4+]